C(C)C(COC(C(=C(C1=CC=CC=C1)C1=CC=CC=C1)C#N)=O)CCCC 2-cyano-3,3-diphenylprop-2-enoic acid 2-ethylhexylester